3-(N-(2-(pyrazol-1-yl)-5-(trifluoromethyl)phenyl)sulfamoyl)-4-methoxybenzoic Acid N1(N=CC=C1)C1=C(C=C(C=C1)C(F)(F)F)NS(=O)(=O)C=1C=C(C(=O)O)C=CC1OC